bis(2-pentylheptyl)11-(2-(diethylamino)ethyl)-6,16-dioctyl-7,15-dioxo-8,14-dioxa-6,11,16-triazahenicosanedioate C(CCCC)C(COC(CCCCN(C(OCCN(CCOC(N(CCCCC(=O)OCC(CCCCC)CCCCC)CCCCCCCC)=O)CCN(CC)CC)=O)CCCCCCCC)=O)CCCCC